Racemic-trans-6-(3-((Benzyloxy)methyl)-4-ethyl-5-oxo-4,5-dihydro-1H-1,2,4-triazol-1-yl)-7-fluoro-4-isopropyl-2-(2-methylcyclohexyl)isoquinolin C(C1=CC=CC=C1)OCC1=NN(C(N1CC)=O)C=1C=C2C(=CN(CC2=CC1F)[C@H]1[C@@H](CCCC1)C)C(C)C |r|